N1N=NC2=NC(=CC=C21)C=2C=CC(=C(C(=O)NC1=CC=C(C=C1)COCC1=CC=C(C=C1)C#N)C2)F 5-(1H-[1,2,3]triazolo[4,5-b]pyridin-5-yl)-N-(4-(((4-cyanobenzyl)oxy)methyl)phenyl)-2-fluorobenzamide